diethylcyclopentadienyl-(3,5-dimethylbenzylindenyl)zirconium dichloride [Cl-].[Cl-].C(C)[Zr](C1C(=CC2=CC=CC=C12)CC1=CC(=CC(=C1)C)C)(C1C=CC=C1)CC